2-Amino-5-(4-methylpiperazin-1-yl)-2,3-dihydro-1,4-benzodioxine NC1COC2=C(O1)C=CC=C2N2CCN(CC2)C